ClCC1=C(C=CC=C1)CN=C=S 1-(chloromethyl)-2-(isothiocyanatomethyl)benzene